5-[4-[(2-isopropoxybenzoyl)amino]phenyl]-1H-naphtho[1,2-B][1,4]diazepine-2,4(3H,5h)-dione C(C)(C)OC1=C(C(=O)NC2=CC=C(C=C2)N2C3=C(NC(CC2=O)=O)C2=CC=CC=C2C=C3)C=CC=C1